N[C@@H](C1=C(C=C(C(=C1)Cl)Cl)O)C1CCN(CC1)C1=NC(=CC=C1)N 2-[(R)-amino[1-(6-aminopyridin-2-yl)piperidin-4-yl]methyl]-4,5-dichlorophenol